N2-(2-(1-(Cyclopropylsulfonyl)-1H-pyrazol-4-yl)pyrimidin-4-yl)-N4-((1s,4s)-4-((2,2-difluoroethyl)amino)cyclohexyl)-5-(1-methyl-1H-pyrazol-3-yl)pyridine-2,4-diamine C1(CC1)S(=O)(=O)N1N=CC(=C1)C1=NC=CC(=N1)NC1=NC=C(C(=C1)NC1CCC(CC1)NCC(F)F)C1=NN(C=C1)C